1-(4-(4-(3-(2,4-dihydroxy-5-isopropylphenyl)-5-hydroxy-4H-1,2,4-triazol-4-yl)benzyl)piperazin-1-yl)propan-1-one OC1=C(C=C(C(=C1)O)C(C)C)C1=NN=C(N1C1=CC=C(CN2CCN(CC2)C(CC)=O)C=C1)O